N-((5-chloropyridin-3-yl)(cyano)methyl)-2-(4-methoxy-1H-indole-2-carbonyl)-2-azaspiro[4.4]nonane-3-carboxamide ClC=1C=C(C=NC1)C(NC(=O)C1N(CC2(C1)CCCC2)C(=O)C=2NC1=CC=CC(=C1C2)OC)C#N